COC=1C=C(C=CC1)C(CC)O m-methoxyphenylpropanol